(1-tosyl-1H-pyrrolo[2,3-b]pyridin-4-yl)methyl 4-methylbenzenesulfonate CC1=CC=C(C=C1)S(=O)(=O)OCC1=C2C(=NC=C1)N(C=C2)S(=O)(=O)C2=CC=C(C)C=C2